2-(1H-imidazol-1-yl)-N-(1-(2-morpholinoacetyl)piperidin-4-yl)-5H-pyrrolo[3,2-d]pyrimidine-4-carboxamide N1(C=NC=C1)C=1N=C(C2=C(N1)C=CN2)C(=O)NC2CCN(CC2)C(CN2CCOCC2)=O